methyl trans-4-(((5-amino-6-methylpyridin-2-yl)methyl) (methyl)amino)cyclohexane-1-carboxylate NC=1C=CC(=NC1C)CN([C@@H]1CC[C@H](CC1)C(=O)OC)C